α-naphthoic acid C1(=CC=CC2=CC=CC=C12)C(=O)O